1-Adamantanemethanol C12(CC3CC(CC(C1)C3)C2)CO